5,11-dihydrodibenzo[b,e][1,4]oxazepine C1=CC=CC=2NC3=C(OCC21)C=CC=C3